(4-isopropyl-5-methylthiazol-2-yl)-2-methylbenzamide C(C)(C)C=1N=C(SC1C)C=1C(=C(C(=O)N)C=CC1)C